ClC1=C(C=C(C=C1)N=C=O)NC(C=C)=O N-(2-chloro-5-isocyanatophenyl)acrylamide